O1C(CNC2=C1C=CC=C2)=O [1,4]Benzoxazin-2(3H)-one